CN methylammonia